FC1=CC=C(C=C1)C1=NOC(=N1)C1(CCN(CC1)C(CC1=NON=C1C)=O)O 1-(4-(3-(4-fluorophenyl)-1,2,4-oxadiazol-5-yl)-4-hydroxypiperidin-1-yl)-2-(4-methyl-1,2,5-oxadiazol-3-yl)ethan-1-one